C(=O)(O)C1NCCCC1 2-carboxypiperidin